Pyrimidine-2-sulfonanilide N1=C(N=CC=C1)S(=O)(=O)NC1=CC=CC=C1